O=C1NC(CCC1N1C(C2=CC=C(C=C2C1=O)N1CCC(CC1)CN1CCN(CC1)C(=O)OC(C)(C)C)=O)=O tert-butyl 4-([1-[2-(2,6-dioxopiperidin-3-yl)-1,3-dioxoisoindol-5-yl]piperidin-4-yl]methyl)piperazine-1-carboxylate